FC1=C(C(=O)OC)C(=CC(=C1)N[C@@H](C(F)(F)F)CC)F methyl (R)-2,6-difluoro-4-((1,1,1-trifluorobutan-2-yl)amino)benzoate